1-((1S,4S)-5-(4-((5-chloro-4-(difluoromethoxy)-2-fluorophenyl)amino)pyrido[3,2-d]pyrimidin-6-yl)-2,5-diazabicyclo[2.2.1]heptan-2-yl)prop-2-en-1-one ClC=1C(=CC(=C(C1)NC=1C2=C(N=CN1)C=CC(=N2)N2[C@@H]1CN([C@H](C2)C1)C(C=C)=O)F)OC(F)F